ClC=1C(=C(C(=CC1)C=1CCC(CC1)(F)F)C(=O)OC(C)(C)C)C tert-butyl 4-chloro-4',4'-difluoro-3-methyl-2',3',4',5'-tetrahydro-[1,1'-biphenyl]-2-carboxylate